6-(1-(8-(cyclopropylmethyl)-8-azabicyclo[3.2.1]oct-3-yl)piperidin-4-yl)-4-fluoro-1-methyl-2-(4-(methylsulfonyl)phenyl)-1H-benzo[d]imidazole C1(CC1)CN1C2CC(CC1CC2)N2CCC(CC2)C=2C=C(C1=C(N(C(=N1)C1=CC=C(C=C1)S(=O)(=O)C)C)C2)F